CC1=C(C2=C(N=N1)SC1=C2N=CN=C1NCC1=CC(=C(C=C1)C(C)(C)O)F)C 2-[4-[[(3,4-dimethylpyrimido[4',5':4,5]thieno[2,3-c]pyridazin-8-yl)amino]methyl]-2-fluoro-phenyl]propan-2-ol